FC1=C(C=NC(=C1)F)C1=CC(=NC2=C(N=CC=C12)C1=CC=NN1)N1[C@@H](COCC1)C 4-(4,6-difluoropyridin-3-yl)-2-[(3R)-3-methylmorpholin-4-yl]-8-(1H-pyrazol-5-yl)-1,7-naphthyridine